tert-Butyl 10-hydroxy-10-((2-(methylthio)-5-oxopyrido[4,3-d]pyrimidin-6(5H)-yl)methyl)-7-azaspiro[4.5]decane-7-carboxylate OC1(CCN(CC12CCCC2)C(=O)OC(C)(C)C)CN2C(C1=C(N=C(N=C1)SC)C=C2)=O